N-((1r,3r)-3-methoxycyclobutyl)-4-(1-methyl-1H-imidazol-5-yl)pyrimidine-2-carboxamide COC1CC(C1)NC(=O)C1=NC=CC(=N1)C1=CN=CN1C